BrC1=CC=C2[C@@]3(CC=4C(=NOC4C2=C1)NS(=O)(=O)C1=C(C=C(C(=O)NC)C=C1OC)OC)[C@H]([C@@H]3C)F |o1:5,32,33| rel-4-(N-((1S,2S,3R)-8'-bromo-2-fluoro-3-methyl-4'H-spiro[cyclopropane-1,5'-naphtho[2,1-d]isoxazol]-3'-yl)sulfamoyl)-3,5-dimethoxy-N-methylbenzamide